heptacyclo[8.7.0.12,9.03,8.14,7.012,17.13,16]-14-eicosene C12C3C45C6CCC(C4C(C2CC2CC=CC(C21)C5)C3)C6